COC=1C=C2C(=NC(=NC2=CC1OC)C)NC(C)C1=CC=C(S1)C1=C(CNC([C@H]2NCCC2)=O)C=C(C=C1)F N-[2-(5-{1-[(6,7-dimethoxy-2-methylquinazolin-4-yl)amino]ethyl}thiophen-2-yl)-5-fluorobenzyl]-prolinamide